1,3-bis(methoxydimethylsilyl)propane Hexafluoroantimonat F[Sb-](F)(F)(F)(F)F.CO[Si](CCC[Si](C)(C)OC)(C)C